(4-(ethanesulfonyl)benzyl)-4-((2S)-2-(fluoromethyl)-5-(4-(trifluoromethyl)phenyl)piperidin-1-yl)benzamide C(C)S(=O)(=O)C1=CC=C(CC2=C(C(=O)N)C=CC(=C2)N2[C@@H](CCC(C2)C2=CC=C(C=C2)C(F)(F)F)CF)C=C1